(R)-N-((S)-1-(naphthalen-1-yl)-ethyl)-2-methylpropane-2-sulfinamide C1(=CC=CC2=CC=CC=C12)[C@H](C)N[S@](=O)C(C)(C)C